1,1,1,3,3,3-hexadeuterio-2-deuteriooxy-2-(trideuteriomethyl)propane [2H]C(C(C([2H])([2H])[2H])(C([2H])([2H])[2H])O[2H])([2H])[2H]